di-(t-butylcyclohexyl) peroxydicarbonate C(=O)(OC1(CCCCC1)C(C)(C)C)OOC(=O)OC1(CCCCC1)C(C)(C)C